C(C)(=O)C=1C=C(C=C2C(N(C(=NC12)C=1C=NN(C1)C)C)=O)Cl 8-acetyl-6-chloro-3-methyl-2-(1-methyl-1H-pyrazol-4-yl)quinazolin-4(3H)-one